C(C=CC1=CC=CC=C1)(=O)O.CN(C)C1=CC=NC=C1 4-(N,N-dimethylamino)pyridine cinnamate